(5R)-5-[(1R,3aS,3bR,5aR,7S,9aS,9bS,11aR)-7-acetoxy-4,4-difluoro-9a,11a-dimethylhexadecahydro-1H-cyclopenta[1,2-a]phenanthrene-1-yl]hexanoic acid methyl ester COC(CCC[C@@H](C)[C@H]1CC[C@@H]2[C@@]1(CC[C@@H]1[C@]3(CC[C@@H](C[C@@H]3CC([C@@H]21)(F)F)OC(C)=O)C)C)=O